N-((2R,4R)-3-propenoyl-2,4-dimethyl-1-oxa-3,8-diazaspiro[4.5]decane-8-carbonyl)-N-methyl-L-valine methyl ester COC([C@@H](N(C)C(=O)N1CCC2([C@H](N([C@H](O2)C)C(C=C)=O)C)CC1)C(C)C)=O